1-(1-hydroxypropyl)-3-methylimidazole OC(CC)N1CN(C=C1)C